ClC=1C(=NN(C1)C)C(=O)N1CCN(CC1)CC(C)C1=CC=C(C=C1)F (4-Chloro-1-methyl-1H-pyrazol-3-yl)-{4-[2-(4-fluoro-phenyl)-propyl]-piperazin-1-yl}-methanone